ethyl (4-fluorocyclohexyl) disulfide FC1CCC(CC1)SSCC